CNC(C1=C(C=CC=C1)NC1=NC(=NC=C1C(F)(F)F)NC1=CC=C(C=C1)C=1C=NN(C1)C1CCN(CC1)S(=O)(=O)C)=O N-methyl-2-((2-((4-(1-(1-(methylsulfonyl)piperidin-4-yl)-1H-pyrazol-4-yl)phenyl)amino)-5-(trifluoromethyl)pyrimidin-4-yl)amino)benzamide